methyl N,N-dipropylcarbamate C(CC)N(C(OC)=O)CCC